tert-butyl (endo)-5-(8-bromo-9-(2-cyanoethyl)-5-(3-(dimethylamino)azetidin-1-yl)-7-fluoro-3-oxo-3,4-dihydropyrazino[2,3-c]quinolin-1(2H)-yl)-2-azabicyclo[2.1.1]hexane-2-carboxylate BrC=1C(=CC=2C3=C(C(=NC2C1F)N1CC(C1)N(C)C)NC(CN3C3C1CN(C3C1)C(=O)OC(C)(C)C)=O)CCC#N